[3-[2-[2-[2-(2-benzyloxyethoxy)ethoxy]ethoxy]ethoxy]-2-[6-(2-octyldecanoyloxy) hexoxy]propoxy]hexyl 2-octyldecanoate C(CCCCCCC)C(C(=O)OCCCCCCOCC(COCCOCCOCCOCCOCC1=CC=CC=C1)OCCCCCCOC(C(CCCCCCCC)CCCCCCCC)=O)CCCCCCCC